(R)-3-(1-(4-(3-amino-1H-pyrazolo[3,4-b]pyridin-5-yl)phenyl)ethylamino)-N-(4-fluorophenyl)-6-(trifluoromethyl)pyrazine-2-carboxamide NC1=NNC2=NC=C(C=C21)C2=CC=C(C=C2)[C@@H](C)NC=2C(=NC(=CN2)C(F)(F)F)C(=O)NC2=CC=C(C=C2)F